rac-tert-Butyl 6-((1R,4S)-2-azabicyclo[2.2.1]heptan-2-yl)quinoline-4-carboxylate [C@@H]12N(C[C@@H](CC1)C2)C=2C=C1C(=CC=NC1=CC2)C(=O)OC(C)(C)C |r|